C(C)NS(=O)(=O)C1=C(C=CC(=C1)COCC(C)C)C1=CN=C(S1)[C@@H]1CC[C@H](CC1)NC(O)=O (Trans-4-(5-(2-(N-ethylsulfamoyl)-4-(isobutoxymethyl)phenyl)thiazol-2-yl)Cyclohexyl)carbamic acid